NC(COCC(C)N)C bis-(2-aminopropyl) Ether